tert-butyl 5-methyl-2-oxo-1,2lambda4,3-oxathiazinane-3-carboxylate CC1CN(S(OC1)=O)C(=O)OC(C)(C)C